benzyl (R)-1-(3-methoxypropyl)aziridine-2-carboxylate COCCC[N@]1C(C1)C(=O)OCC1=CC=CC=C1